((2-((((3-(diethylamino)propoxy)carbonyl)oxy)methyl)-1,4-phenylene)bis(oxy))bis(octane-8,1-diyl)bis(decanoate) C(C)N(CCCOC(=O)OCC1=C(C=CC(=C1)OCCCCCCCCCCCCCCCCCC(=O)[O-])OCCCCCCCCCCCCCCCCCC(=O)[O-])CC